6-Chloro-3-[[(1R)-1-[2-(2-fluorophenyl)-3,6-dimethyl-4-oxo-chromen-8-yl]ethyl]amino]-N-methylsulfonyl-pyridine-2-carboxamide ClC1=CC=C(C(=N1)C(=O)NS(=O)(=O)C)N[C@H](C)C=1C=C(C=C2C(C(=C(OC12)C1=C(C=CC=C1)F)C)=O)C